CN(C(CC)=O)C1=CC=CC=C1 N-methyl-N-phenylpropanamide